SS[S-] The molecule is a sulfur hydride. It is a conjugate base of a trisulfane. It is a conjugate acid of a trisulfide(2-).